BrC=1C=C2C(=NC=NC2=CC1OCCN(C)C)C=1C(=NN(C1)C)C1=CC=CC=C1 2-((6-bromo-4-(1-methyl-3-phenyl-1H-pyrazol-4-yl)quinazolin-7-yl)oxy)-N,N-dimethylethan-1-amine